2-(3,4,5-trimethoxyphenyl)ethane COC=1C=C(C=C(C1OC)OC)CC